(S)-5-(1-(3-chlorophenyl)-2-hydroxyethyl)-6,6-dimethyl-2-(2-((1-methyl-1H-pyrazol-5-yl)amino)pyrimidin-4-yl)-5,6-dihydro-4H-thieno[2,3-c]pyrrol-4-one ClC=1C=C(C=CC1)[C@@H](CO)N1C(C2=C(C1=O)C=C(S2)C2=NC(=NC=C2)NC2=CC=NN2C)(C)C